C1(CC1)N(CCC=1C=CC=C2C=CC=C(C12)O)C 8-(2-(cyclopropyl-(methyl)amino)ethyl)naphthalen-1-ol